tert-butyl (3-((2-(4-methyl-1,4-diazepan-1-yl)-5-oxo-5H-benzo[4',5']thiazolo[3',2':1,6]pyrido[2,3-d]pyrimidin-6-yl)amino)propyl)carbamate CN1CCN(CCC1)C=1N=CC2=C(N1)N1C(=C(C2=O)NCCCNC(OC(C)(C)C)=O)SC2=C1C=CC=C2